2-((2S,4S)-1-acryloyl-4-(7-(3-chloro-2-methylphenyl)-6-fluoro-8-methyl-4-(((S)-1-methylpyrrolidin-2-yl)methoxy)-1H-[1,2,3]triazolo[4,5-c]quinolin-1-yl)piperidin-2-yl)acetonitrile C(C=C)(=O)N1[C@@H](C[C@H](CC1)N1N=NC=2C(=NC=3C(=C(C(=CC3C21)C)C2=C(C(=CC=C2)Cl)C)F)OC[C@H]2N(CCC2)C)CC#N